CC1(C=C(C(N(C1C)C1=CC(=CC=C1)C(F)(F)F)=O)C(=O)NCCCC1C=NNC1=O)C(=O)NC 5,N5,6-trimethyl-2-oxo-N3-[3-(5-oxo-4,5-dihydro-1H-pyrazol-4-yl)propyl]-1-[3-(trifluoromethyl)phenyl]-1,2-dihydropyridine-3,5-dicarboxamide